2-(3-fluorophenyl)-N-[(3r,4r)-4-hydroxytetrahydrofuran-3-yl]-3-oxo-6-[4-(trifluoromethyl)phenyl]-2,3-dihydropyridazine-4-carboxamide FC=1C=C(C=CC1)N1N=C(C=C(C1=O)C(=O)N[C@@H]1COC[C@@H]1O)C1=CC=C(C=C1)C(F)(F)F